C(CCCCCCCCCCC)C1=CC=C(C(=O)C(C)(C)O)C=C1 1-(4-dodecylbenzoyl)-1-hydroxy-1-methylethane